(3R)-2-(tert-Butoxycarbonyl)-3,10-dimethyl-11-oxo-2,3,4,7,8,9,10,11-octahydro-1H-pyrido[4',3':3,4]pyrazolo[1,5-a][1,4]diazepine-8-carboxylic acid C(C)(C)(C)OC(=O)N1CC=2C(=NN3C2C(N(CC(C3)C(=O)O)C)=O)C[C@H]1C